Ethyl 2-(4-bromo-3-methyl-2-oxo-6-(trifluoromethyl)-2,3-dihydro-1H-benzo[d]imidazol-1-yl)acetate BrC1=CC(=CC=2N(C(N(C21)C)=O)CC(=O)OCC)C(F)(F)F